FC1=C2C(=CNC2=CC=C1F)CCN(C)CC 2-(4,5-difluoro-1H-indol-3-yl)-N-ethyl-N-methylethan-1-amine